N-[5-(1H-benzimidazol-2-yl)-1H-pyrazol-3-yl]-6-(3-hydroxy-1-piperidyl)pyridine-3-carboxamide N1C(=NC2=C1C=CC=C2)C2=CC(=NN2)NC(=O)C=2C=NC(=CC2)N2CC(CCC2)O